2-(2-fluorobenzyl)-8-(1-methyl-1H-indole-6-carbonyl)-2,8-diazaspiro[4.5]decan-1-one FC1=C(CN2C(C3(CC2)CCN(CC3)C(=O)C3=CC=C2C=CN(C2=C3)C)=O)C=CC=C1